(1r,4r)-5-((5-(5-(2,3-dihydro-1H-inden-4-yl)-6-methoxy-1H-pyrazolo[4,3-b]pyridin-3-yl)pyridin-2-yl)methyl)-2-oxa-5-azabicyclo[2.2.1]heptane C1CCC2=C(C=CC=C12)C1=C(C=C2C(=N1)C(=NN2)C=2C=CC(=NC2)CN2[C@H]1CO[C@@H](C2)C1)OC